(1S,2S)-2-fluoro-N-(5-(6-(1-hydroxypropyl)-4-methylpyridin-3-yl)pyrazolo[5,1-a][2,6]naphthyridin-9-yl)cyclopropane-1-carboxamide F[C@@H]1[C@@H](C1)C(=O)NC1=NC=C2C=C(N3C(C2=C1)=CC=N3)C=3C=NC(=CC3C)C(CC)O